FC(C)(F)C1=NC(=CC(=N1)NC1=CC(=NC=C1N1N=C2C(CN(CC2)C)=C1)NC(C)=O)C N-(4-((2-(1,1-difluoroethyl)-6-methylpyrimidin-4-yl)amino)-5-(5-methyl-4,5,6,7-tetrahydro-2H-pyrazolo[4,3-c]pyridin-2-yl)pyridin-2-yl)acetamide